phenyl-cyclopropane-1-carboxylic acid methyl ester COC(=O)C1(CC1)C1=CC=CC=C1